N-[(1S)-2-amino-1-phenyl-ethyl]-3-(1H-pyrazol-4-yl)-1H-pyrrolo[3,2-c]pyridine-7-carboxamide NC[C@H](C1=CC=CC=C1)NC(=O)C=1C2=C(C=NC1)C(=CN2)C=2C=NNC2